(4-chlorophenyl)(2-isothiocyanato-4,5-dimethylthiophen-3-yl)methanone ClC1=CC=C(C=C1)C(=O)C1=C(SC(=C1C)C)N=C=S